N1=CC=CC2=CC(=CC=C12)CN[C@H](C(=O)O)CCCCCCCC1=NC=2NCCCC2C=C1 (S)-2-((quinolin-6-ylmethyl)amino)-9-(5,6,7,8-tetrahydro-1,8-naphthyridin-2-yl)nonanoic acid